methyl-2-phenyl-1H-pyrrole-1-carboxamide CC1=C(N(C=C1)C(=O)N)C1=CC=CC=C1